ClCC=CC(ON=C(C(C)C)C=1C(CC(CC1O)S(NC1C(C1)C)(=O)=O)=O)COC1=CC=C(C=C1)[N+](=O)[O-] 2-{1-[4-chloro-1-(4-nitro-phenoxymethyl)-but-2-enyloxyimino]-2-methylpropyl}-3-hydroxy-5-(2-methyl-cyclopropylsulfamoyl)-cyclohex-2-enone